C(C1=CC=CC=C1)OC=C(C(=O)NC)OC1=CC=C2C(=CC(OC2=C1)=O)C1=C(C=CC=C1)C (S)-3-(benzyloxy)-N-methyl-2-((2-oxo-4-(o-tolyl)-2H-chromen-7-yl)oxy)propenamide